methylsulfanyl-6,7-dihydro-4H-2-benzothiophene-1-carboxylic acid CSC=1SC(=C2C1CCCC2)C(=O)O